1-(4-(4-amino-7-((cis)-4-(4-methylpiperazin-1-yl)cyclohexyl)-7H-pyrrolo[2,3-d]pyrimidin-5-yl)phenyl)-3-(5-(tert-butyl)isoxazol-3-yl)urea NC=1C2=C(N=CN1)N(C=C2C2=CC=C(C=C2)NC(=O)NC2=NOC(=C2)C(C)(C)C)[C@@H]2CC[C@@H](CC2)N2CCN(CC2)C